ClC1=C(C=CC2=C1C(=NCC=1N2C(=NN1)C=1N=NC=CC1)C1=C(C=CC=C1F)F)Cl 7,8-dichloro-6-(2,6-difluorophenyl)-1-pyridazin-3-yl-4H-[1,2,4]Triazolo[4,3-a][1,4]Benzodiazepine